C1(CCCCC1)CO[C@@H]([C@H](NC(=O)C1CNCC12CCOCC2)C(=O)N2CCC(CC2)C2=CC=C(C(=O)OC)C=C2)C methyl 4-(1-(O-(cyclohexylmethyl)-N-(8-oxa-2-azaspiro[4.5]decane-4-carbonyl)-L-threonyl)piperidin-4-yl)benzoate